[2-(bromomethyl)-3-[tert-butyl(dimethyl)silyl]oxy-2-methyl-propoxy]-tert-butyl-dimethyl-silane BrCC(CO[Si](C)(C)C(C)(C)C)(CO[Si](C)(C)C(C)(C)C)C